2,4-Diphenyl-6-[2-hydroxy-4-(2-acryloyloxyethoxy)phenyl]s-triazine 3,3'-((2-(diethylamino)ethyl)azanediyl)dipropionate C(C)N(CCN(CCC(=O)O)CCC(=O)O)CC.C1(=CC=CC=C1)C1=NC(=NC(=N1)C1=CC=CC=C1)C1=C(C=C(C=C1)OCCOC(C=C)=O)O